(R)-N-(2-(3-azaspiro[5.5]undecan-9-yl)ethyl)-2-(4-(4-((1-(3-amino-5-(Trifluoromethyl)phenyl)ethyl)amino)-2-methylquinazolin-6-yl)piperidin-1-yl)acetamide C1CNCCC12CCC(CC2)CCNC(CN2CCC(CC2)C=2C=C1C(=NC(=NC1=CC2)C)N[C@H](C)C2=CC(=CC(=C2)C(F)(F)F)N)=O